3-[[4-(2,6-dimethylphenyl)-6-[(2R)-4,4-dimethyl-2-(pyridazin-3-ylmethylamino)pentoxy]pyrimidin-2-yl]sulfamoyl]benzoic acid CC1=C(C(=CC=C1)C)C1=NC(=NC(=C1)OC[C@@H](CC(C)(C)C)NCC=1N=NC=CC1)NS(=O)(=O)C=1C=C(C(=O)O)C=CC1